2-((3,5-dicyano-4-ethyl-6-((S)-3-hydroxypyrrolidin-1-yl)pyridin-2-yl)thio)-2-(2-fluorophenyl)acetamide C(#N)C=1C(=NC(=C(C1CC)C#N)N1C[C@H](CC1)O)SC(C(=O)N)C1=C(C=CC=C1)F